(2R,4aR)-10-(6-amino-3-chloropyridin-2-yl)-11-fluoro-8-(2-isopropyl-4-methylpyridin-3-yl)-2,6-dimethyl-2,3,4,4a,6,8-hexahydro-1H-pyrazino[1',2':4,5]pyrazino[2,3-c][1,8]naphthyridine NC1=CC=C(C(=N1)C=1C(=CC=2C3=C(CN(C2N1)C=1C(=NC=CC1C)C(C)C)N(C[C@@H]1N3C[C@H](NC1)C)C)F)Cl